C(CCCCCCC\C=C\C=C\C=C\CCCC)(=O)[O-].[Na+] sodium β-eleostearate